CC=1N=CSC1C1=CC=C(CC2CC(NC2)C(=O)N)C=C1 4-(4-(4-methylthiazole-5-yl)benzyl)pyrrolidine-2-carboxamide